C(C)(C)OC(=O)[C@@H]1C[C@H](CCC1)OC=1C(=NC(=CC1)C=1C=NN(C1CNC(=O)OCCCC)C)C (1S,3S)-3-((6-(5-(((butoxycarbonyl)amino)methyl)-1-methyl-1H-pyrazol-4-yl)-2-methylpyridin-3-yl)oxy)cyclohexanecarboxylic acid isopropyl ester